C(C)(C)(C)OC(=O)N(C=1C(=NC=C(C1)Br)C(=O)OC)C(=O)OC(C)(C)C methyl 3-(bis(tert-butoxycarbonyl) amino)-5-bromopicolinate